N-(6-methoxy-2-(1-(2-oxoethyl)piperidin-4-yl)-2H-indazol-5-yl)-6-(trifluoromethyl)pyridinecarboxamide COC=1C(=CC2=CN(N=C2C1)C1CCN(CC1)CC=O)NC(=O)C1=NC(=CC=C1)C(F)(F)F